2-isocyanato-3,4-dimethylthiophene N(=C=O)C=1SC=C(C1C)C